O[C@H]([C@H](C)S(=O)(=O)N)CC=C (2S,3S)-3-HYDROXYHEX-5-ENE-2-SULFONAMIDE